CC1(C(C23C(C1)CC(CCC2)C3)(C)C)C tetramethyltricyclo[5.3.1.01,5]undecan